1H-naphtho[2,3-D][1,2,3]triazole N1N=NC2=C1C=C1C=CC=CC1=C2